FC(CN(CCC(C(=O)O)NC1=NC(=NC2=CC=CC=C12)C=1C=NC=CC1)CCCCC1=NC=2NCCCC2C=C1)F 4-((2,2-difluoroethyl)(4-(5,6,7,8-tetrahydro-1,8-naphthyridin-2-yl)butyl)amino)-2-((2-(pyridin-3-yl)quinazolin-4-yl)amino)butanoic acid